3-[3-Methyl-2-oxo-4-(4-piperidyloxymethyl)benzimidazol-1-yl]piperidine-2,6-dione CN1C(N(C2=C1C(=CC=C2)COC2CCNCC2)C2C(NC(CC2)=O)=O)=O